C12(CC(C1)C2)N2N=CC(=C2)N2N=CC1=CC(=C(C=C21)N2[C@@H](CN(CC2)C2(C(COC2)O)C)C)Cl |o1:20| 4-((R or S)-4-(1-(1-(bicyclo[1.1.1]pentan-1-yl)-1H-pyrazol-4-yl)-5-chloro-1H-indazol-6-yl)-3-methylpiperazin-1-yl)-4-methyltetrahydrofuran-3-ol